Diethyl (5-(8-(2-bromophenethyl)-7-ethyl-2,6-dioxo-1-(prop-2-yn-1-yl)-1,2,6,7-tetrahydro-3H-purin-3-yl)pentyl)phosphonate BrC1=C(CCC2=NC=3N(C(N(C(C3N2CC)=O)CC#C)=O)CCCCCP(OCC)(OCC)=O)C=CC=C1